COC1=C(C(=CC(=C1)OC)OC)NC(C(=O)NC1=C(C=C(C=C1OC)OC)OC)=O N,N'-bis(2,4,6-trimethoxyphenyl)oxalyl-diamine